ClC=1C(=NC(=NC1)C=C)C1OCCOC1 5-chloro-4-(1,4-dioxan-2-yl)-2-vinylpyrimidine